2-((3,4,4-trifluorobutyl)thio)thiazole FC(CCSC=1SC=CN1)C(F)F